CN(C1CN(C1)[C@H]1CNCC1)C (R)-N,N-Dimethyl-1-(pyrrolidin-3-yl)azetidin-3-amine